1-((R)-4-(5-((R)-6',8'-dihydro-2H-spiro[benzofuran-3,9'-pyrido[3',2':4,5]imidazo[2,1-c][1,4]oxazin]-2'-yl)pyrimidin-2-yl)-2-methylpiperazin-1-yl)-2-hydroxyethanone N1=C(C=CC=2N=C3COC[C@@]4(N3C21)COC2=C4C=CC=C2)C=2C=NC(=NC2)N2C[C@H](N(CC2)C(CO)=O)C